N-{[3-(4-{[(3S,4R)-3-fluoro-1-methylpiperidin-4-yl]amino}-1-(2,2,2-trifluoroethyl)-1H-indol-2-yl)-1,2,4-oxadiazol-5-yl]methyl}-1-(2-methylpropyl)-1H-pyrrole-3-carboxamide F[C@H]1CN(CC[C@H]1NC1=C2C=C(N(C2=CC=C1)CC(F)(F)F)C1=NOC(=N1)CNC(=O)C1=CN(C=C1)CC(C)C)C